FC1=CC=C(C=C1)NC=1C=C2C=NN(C2=CC1C#CCC(C)(C)OC)C1OCCCC1 N-(4-fluorophenyl)-6-(4-methoxy-4-methyl-pent-1-ynyl)-1-tetrahydropyran-2-yl-indazol-5-amine